2-(2-hydroxy-4-butoxyphenyl)-1,3,5-triazine OC1=C(C=CC(=C1)OCCCC)C1=NC=NC=N1